N-((1r,4r)-4-ethoxycyclohexyl)-2-(1H-imidazol-1-yl)pyrimidine-4-carboxamide C(C)OC1CCC(CC1)NC(=O)C1=NC(=NC=C1)N1C=NC=C1